FC=1C=C(OCC2=CC=C(C=C2)C=2N=C(N3C2C(=NC=C3)C)[C@H]3N(CCCC3)C(C=C)=O)C=CC1 (S)-1-(2-(1-(4-((3-fluorophenoxy)methyl)phenyl)-8-methylimidazo[1,5-a]pyrazin-3-yl)piperidin-1-yl)prop-2-en-1-one